N,N-dimethyl-3-(p-bromophenyl)isoquinolin-1-amine CN(C1=NC(=CC2=CC=CC=C12)C1=CC=C(C=C1)Br)C